N1CC(CCC1)NC([O-])=O piperidin-3-ylcarbamate